CN(C=1NC(=CC(C1)=O)C=1C=2N(C=CC1)C(=C(N2)C#CCNC2=C(C=C(C=C2)S(=O)(=O)C)OC)CC(F)(F)F)C 2-(dimethylamino)-6-(2-(3-((2-methoxy-4-(methylsulfonyl)phenyl)amino)prop-1-yn-1-yl)-3-(2,2,2-trifluoroethyl)imidazo[1,2-a]pyridin-8-yl)pyridin-4(1H)-one